OC(=O)C(F)(F)F.FC(=C1CC2(C1)CNCC2)F 2-(difluoromethylene)-6-azaspiro[3.4]octane TFA salt